N[C@H]1C[C@@H]([C@@H](CC1)NC(OC(C)(C)C)=O)F tert-butyl N-[(1R,2S,4R)-4-amino-2-fluorocyclohexyl]carbamate